OC1=C(C=CC=C1)C=1C=C2C(=NN1)NC[C@H]1N2CCN(C1)C1=NC=C(C=N1)CCC1CCN(CC1)C(=O)OC(C)(C)C tert-butyl (R)-4-(2-(2-(2-(2-hydroxyphenyl)-5,6,6a,7,9,10-hexahydro-8H-pyrazino[1',2':4,5]pyrazino[2,3-c]pyridazin-8-yl)pyrimidin-5-yl)ethyl)piperidine-1-carboxylate